n-heptyl (2-ethylhexyl) phthalate C(C=1C(C(=O)OCC(CCCC)CC)=CC=CC1)(=O)OCCCCCCC